ClC1=NC2=CC(=CC=C2C(=C1)C1=C(C=CC=C1)Cl)O[C@@H](C(=O)N1C[C@H](CCC1)C(=O)N(C)C)C (3S)-1-[(2R)-2-[[2-chloro-4-(2-chlorophenyl)-7-quinolyl]oxy]propanoyl]-N,N-dimethyl-piperidine-3-carboxamide